CCCCCCCCCCCC(=O)OC[C@H](COP(=O)([O-])OCC[N+](C)(C)C)OC(=O)CC/C=C\C/C=C\C/C=C\C/C=C\C/C=C\C/C=C\CC 1-dodecanoyl-2-(4Z,7Z,10Z,13Z,16Z,19Z-docosahexaenoyl)-sn-glycero-3-phosphocholine